S(C=1C(=CC(=C(C1)C(C)(C)C)O)C)C=1C(=CC(=C(C1)C(C)(C)C)O)C 4,4'-thiobis-(6-t-butyl-3-cresol)